NC=1C=2N(C(=CN1)CN1C[C@@H](CCC1)N)C(=NC2C2=CC=C(C1=CC=CC=C21)NC(NC2=CC(=CC=C2)C(F)(F)F)=O)C 3-[4-(8-amino-5-{[(3R)-3-aminopiperidin-1-yl]methyl}-3-methylimidazo[1,5-a]pyrazin-1-yl)naphthalen-1-yl]-1-[3-(trifluoromethyl)phenyl]urea